N=1N(N=CC1)C1=C(C=C(C=N1)NC(=O)C1=CC(=C(C=C1F)C1=C(C=C(C=C1)F)Cl)F)C(F)(F)F N-(6-(2H-1,2,3-triazol-2-yl)-5-(trifluoromethyl)pyridin-3-yl)-2'-chloro-2,4',5-trifluoro-[1,1'-biphenyl]-4-carboxamide